BrC1=CC=C(C=N1)N1CC2CN(CC(C1)O2)C 3-(6-bromopyridin-3-yl)-7-methyl-9-oxa-3,7-diazabicyclo[3.3.1]nonane